The molecule is an ammonium salt consisting of ammonium and oxalate ions in a 2:1 ratio. It is an ammonium salt and an oxalate salt. It contains an oxalate(2-). C(=O)(C(=O)[O-])[O-].[NH4+].[NH4+]